NC(C(=O)O)CC1=C(C=CC=C1)CO 2-amino-3-(2-(hydroxymethyl)phenyl)propionic acid